5-(7-chloro-4-(dimethylamino)-2-oxoquinazolin-1(2H)-yl)-N-(3-(7-chloro-4-(dimethylamino)-2-oxoquinazolin-1(2H)-yl)phenyl)-1-methyl-1H-imidazole-2-carboxamide ClC1=CC=C2C(=NC(N(C2=C1)C1=CN=C(N1C)C(=O)NC1=CC(=CC=C1)N1C(N=C(C2=CC=C(C=C12)Cl)N(C)C)=O)=O)N(C)C